N-[(2,4-dimethoxyphenyl)methyl]-7-[2-methoxy-5-(4,4,5,5-tetramethyl-1,3,2-dioxaborolan-2-yl)phenyl]cinnolin-4-amine COC1=C(C=CC(=C1)OC)CNC1=CN=NC2=CC(=CC=C12)C1=C(C=CC(=C1)B1OC(C(O1)(C)C)(C)C)OC